FC1(OC2=C(O1)C=C(C(=C2)N)I)F 2,2-difluoro-6-iodobenzo[d][1,3]dioxol-5-amine